ON1C(C=CC=C1)=S hydroxy-2(1H)-pyridinethione